(R)-6-methoxy-1-((1-methylpyrrolidin-2-yl)methyl)-1H-indazole COC1=CC=C2C=NN(C2=C1)C[C@@H]1N(CCC1)C